2,6-dimethoxymethyl-4-t-butylphenol COCC1=C(C(=CC(=C1)C(C)(C)C)COC)O